C12COCC(CC1)N2C2=NC=C(C(=N2)NC2=CC=1C3=C(C(N(C1C=C2)C)=O)OCC[C@@H](N3)C3CC3)Cl (R)-10-((2-(3-oxa-8-azabicyclo[3.2.1]octan-8-yl)-5-chloropyrimidin-4-yl)amino)-2-cyclopropyl-7-methyl-1,2,3,4-tetrahydro-[1,4]oxazepino[2,3-c]quinolin-6(7H)-one